(E)-4-oxo-4-phenylbut-2-en-2-yl ((benzyloxy)carbonyl)-L-alaninate C(C1=CC=CC=C1)OC(=O)N[C@@H](C)C(=O)O\C(\C)=C\C(C1=CC=CC=C1)=O